C[C@@H]1CN(CCN1S(=O)(=O)C)C1=CC(=NC=C1)NC=1SC2=NC(=CC=C2N1)C1=CC=NC=C1 (R)-N-(4-(3-methyl-4-(methylsulfonyl)piperazin-1-yl)pyridin-2-yl)-5-(pyridin-4-yl)thiazolo-[5,4-b]pyridin-2-amine